diallyl-(2-hydroxyethyl)amine C(C=C)N(CCO)CC=C